racemic-pyrroline sulfide [NH+]1(C=CCC1)[S-]